N-((2R,4R)-7-methyl-2-propyl-1,2,3,4-tetrahydroquinolin-4-yl)-2-oxo-6-(trifluoromethyl)-1,2-dihydropyridine-3-carboxamide CC1=CC=C2[C@@H](C[C@H](NC2=C1)CCC)NC(=O)C=1C(NC(=CC1)C(F)(F)F)=O